N(=[N+]=[N-])C1=C(N(C=C1C#N)C1=CC(=CC=C1)C#N)C(=O)Cl 3-azido-4-cyano-1-(3-cyanophenyl)-1H-pyrrole-2-carbonyl chloride